strontium water O.[Sr]